(S)-N-(2,5-diaminopentyl)-6-(4-fluoro-3-methoxyphenyl)-1H-indole-2-carboxamide hydrogen chloride salt Cl.N[C@H](CNC(=O)C=1NC2=CC(=CC=C2C1)C1=CC(=C(C=C1)F)OC)CCCN